C1(CC1)NC(=O)C1=C(C=C(C=C1OC)C1=CN=C2N1C=CC(=C2)C2N(CCOC2)C(=O)OC(C)(C)C)OC(F)F tert-butyl 3-[3-[4-(cyclopropylcarbamoyl)-3-(difluoromethoxy)-5-methoxy-phenyl]imidazo[1,2-a]pyridin-7-yl]morpholine-4-carboxylate